C(CCCC=CCC=CCC=CCC=CCC=CCC)(=O)N eicosa-5,8,11,14,17-pentaenamide